FC(C)(F)C1=NC(=CC(=N1)N1CC2(C=3C=NC(=CC31)NC(OC)=O)CC2)CC methyl (1'-(2-(1,1-difluoroethyl)-6-ethylpyrimidin-4-yl)-1',2'-dihydrospiro[cyclopropane-1,3'-pyrrolo[3,2-c]pyridin]-6'-yl)carbamate